diaminohydroxyphosphoryl-aminopyrimidine 2-[(2,4-difluorophenyl)amino]-2-oxo-ethyl-acetate FC1=C(C=CC(=C1)F)NC(CCC(=O)O)=O.NC1=CC(=NC(=N1)N=P(=O)O)N